1-(tetrahydro-2H-pyran-4-yl)-3,6-dihydroimidazo[4,5-d]pyrrolo[2,3-b]pyridin-2(1H)-one O1CCC(CC1)N1C(NC=2C1=C1C(=NC2)NC=C1)=O